COC1=CC=C(C=C1)CSC1=CN=C(S1)CC(=O)OCC ethyl 2-[5-[(4-methoxyphenyl)methylsulfanyl]thiazol-2-yl]acetate